5-methyl-N4-(1-methyl-1H-indazol-6-yl)-N2-(4-(4-methylpiperazine-1-yl)phenyl)pyrimidine-2,4-diamine CC=1C(=NC(=NC1)NC1=CC=C(C=C1)N1CCN(CC1)C)NC1=CC=C2C=NN(C2=C1)C